N-(8,9-difluoro-6-oxo-1,4,5,6-tetrahydro-2H-pyrano[3,4-c]isoquinolin-1-yl)-3,5-difluoro-N-methyl-4-(trifluoromethyl)benzamide FC=1C(=CC=2C3=C(NC(C2C1)=O)COCC3N(C(C3=CC(=C(C(=C3)F)C(F)(F)F)F)=O)C)F